OCCN(CCCS(=O)(=O)O)CCO 3-bis(hydroxyethyl)aminopropanesulfonic acid